3α-hydroxy-5α-pregnan-2-one O[C@H]1C[C@@H]2CC[C@H]3[C@@H]4CC[C@H](CC)[C@]4(CC[C@@H]3[C@]2(CC1=O)C)C